CC1=CC=C2C(=NN(C2=C1)C1CN(CC1)C(C=C)=O)C1=CC=C(C=C1)C(F)(F)F 1-(3-(6-methyl-3-(4-(trifluoromethyl)phenyl)-1H-indazol-1-yl)pyrrolidin-1-yl)prop-2-en-1-one